8-bromo-N-cyclopropyl-2,3-dihydrobenzo[b][1,4]dioxine-6-carboxamide BrC1=CC(=CC2=C1OCCO2)C(=O)NC2CC2